1H-pyrazole-4-imine N1N=CC(C1)=N